BrC=1C(=NC(=NC1)Cl)N1C[C@H](N(CC1=C=O)C(=O)[O-])C (R)-4-(5-bromo-2-chloropyrimidin-4-yl)-2-methyl-5-carbonylpiperazine-1-carboxylate